(R)-N-(3,3-difluoro-1-(3-methyl-oxetan-3-yl)piperidin-4-yl)-5-(1-(2,2-difluoroethyl)-1H-benzo[d][1,2,3]triazol-6-yl)-4-methoxypyrrolo[2,1-f][1,2,4]triazin-2-amine FC1(CN(CC[C@H]1NC1=NN2C(C(=N1)OC)=C(C=C2)C=2C=CC1=C(N(N=N1)CC(F)F)C2)C2(COC2)C)F